OC1=CC=C(C=C1)C(C)(C)C1=C(C=CC=C1)O [2-(4-hydroxyphenyl)propan-2-yl]phenol